C(#N)C[C@H]1[C@@H](C1)C(=O)NC1=CC=C2C(=N1)NC=C2C2=C(C=CC=C2)OC trans-2-(cyanomethyl)-N-(3-(2-methoxyphenyl)-1H-pyrrolo[2,3-b]pyridin-6-yl)cyclopropane-1-carboxamide